N1CCNCCNCC1 1,4,7-triaza-cyclononane